2-[1-(Difluoromethyl)-1H-pyrazol-4-yl]-N-[(dimethylamino)methylene]-5-nitrobenzene-sulfonamide FC(N1N=CC(=C1)C1=C(C=C(C=C1)[N+](=O)[O-])S(=O)(=O)N=CN(C)C)F